C1(CCCC1)OC1=NC(=CN=C1)C#C 2-(cyclopentyloxy)-6-ethynyl-pyrazine